COC1=C(C2=CC=C(C=C2C=C1)C(=O)C1CN(CCC1)CCC)CC#N 2-(2-methoxy-6-(1-propylpiperidine-3-carbonyl)naphthalen-1-yl)acetonitrile